COC1=NC=C(C2=C1N=C(S2)NC(=O)N2CCC1(CCOCC1)CC2)C2=CC=CC=C2 3-Oxa-9-aza-spiro[5.5]undecane-9-carboxylic acid (4-methoxy-7-phenyl-thiazolo[4,5-c]pyridin-2-yl)-amide